C1(CC1)C(=O)NC=1SC2=C(N1)C=CC=C2C=2C=CC(=C(C2)C2=CC=C(O2)P(O)(O)=O)OC2COCC2 [5-[5-[2-(cyclopropanecarbonylamino)-1,3-benzothiazol-7-yl]-2-tetrahydrofuran-3-yloxy-phenyl]-2-furyl]phosphonic acid